CC=1C=CC=C2C=C(N(C12)S(=O)(=O)C1=CC=CC=C1)C=O 7-methyl-1-(phenylsulfonyl)-1H-indole-2-carbaldehyde